PC1=CC=C(C=C1)C1=CC=C(C=C1)C(=O)O 4'-phosphinobiphenyl-4-carboxylic acid